C(C)OC=1C(=NC(=C(C1)N1[C@@H](CN(CC1)C(=O)C1(CCC1)CC)CC)C(=O)NCCNC)C=1C=NC=CC1 ethoxy-5-[(2R)-2-ethyl-4-(1-ethylcyclobutanecarbonyl)piperazin-1-yl]-N-[2-(methylamino)ethyl]-[2,3'-bipyridine]-6-carboxamide